4-(4-((1R,5S)-3,8-diazabicyclo[3.2.1]octan-3-yl)-6,8-difluoro-2-((tetrahydro-1H-pyrrolizin-7a(5H)-yl)methoxy)quinazolin-7-yl)-5-chloronaphthalen-2-ol [C@H]12CN(C[C@H](CC1)N2)C2=NC(=NC1=C(C(=C(C=C21)F)C2=CC(=CC1=CC=CC(=C21)Cl)O)F)OCC21CCCN1CCC2